4-(N-(2-((2-(tritylsulfanyl)ethyl)carbamoyl)phenyl)sulfamoyl)phenyl pivalate C(C(C)(C)C)(=O)OC1=CC=C(C=C1)S(NC1=C(C=CC=C1)C(NCCSC(C1=CC=CC=C1)(C1=CC=CC=C1)C1=CC=CC=C1)=O)(=O)=O